(S)-3-(1-aminoethyl)-6-chloro-7-fluoroquinolin-2(1H)-one hydrochloride Cl.N[C@@H](C)C=1C(NC2=CC(=C(C=C2C1)Cl)F)=O